(R)-8-(5-(5-(1-(3,5-Dichloropyridin-4-yl)ethoxy)-1H-indazol-3-yl)pyridin-2-yl)-1-oxa-8-azaspiro[4.5]decane ClC=1C=NC=C(C1[C@@H](C)OC=1C=C2C(=NNC2=CC1)C=1C=CC(=NC1)N1CCC2(CCCO2)CC1)Cl